C1(CC1)C1=CC(=CC(=N1)NC(=O)[C@H]1[C@H]2C[C@@H]([C@@H]([C@@H]1C1=CC(=CC=C1)C(F)(F)F)O2)O)C(F)(F)F |r| rac-(1R,2R,3S,4R-5S)-N-(6-cyclopropyl-4-(trifluoromethyl)pyridin-2-yl)-5-hydroxy-3-(3-(trifluoromethyl)phenyl)-7-oxabicyclo[2.2.1]heptane-2-carboxamide